ClC1=C(C(=CC=C1)F)N1CN(C2=C(C1=O)C=C(C(=N2)N2N=C(N(C2=O)CC)CO)F)[C@@H](C)CCC (S)-3-(2-Chloro-6-fluorophenyl)-7-(4-ethyl-3-(hydroxymethyl)-5-oxo-4,5-dihydro-1H-1,2,4-triazol-1-yl)-6-fluoro-1-(pentan-2-yl)-2,3-dihydropyrido[2,3-d]pyrimidin-4(1H)-one